ClC1=CC=C(CB(O)O)C=C1 4-chlorobenzylboronic acid